methyl (2S)-2-(tert-butoxycarbonylamino)-4-[2-(methylamino)-5-nitro-anilino]-4-oxo-butanoate C(C)(C)(C)OC(=O)N[C@H](C(=O)OC)CC(=O)NC1=C(C=CC(=C1)[N+](=O)[O-])NC